2-(3,4-dimethoxyphenyl)-7-fluoro-4H-pyrido[1,2-a]pyrimidin-4-one COC=1C=C(C=CC1OC)C=1N=C2N(C(C1)=O)C=C(C=C2)F